O1C[C@H]([C@H]2[C@@H]1OCC2)CN (3R,3aS,6aR)-hexahydrofuro[2,3-b]furan-3-methylamine